NC=1N=NC(=CC1N1C[C@@H]2CCC(C1)N2C2=CC(=NC=C2)OC2CC(C2)O)Cl (1s,3s)-3-([4-[3-(3-amino-6-chloropyridazin-4-yl)-3,8-diazabicyclo[3.2.1]octan-8-yl]pyridin-2-yl]oxy)cyclobutan-1-ol